2-(2,6-dioxopiperidin-3-yl)-7-fluoro-1-oxoisoindoline-4-carbonitrile O=C1NC(CCC1N1C(C=2C(=CC=C(C2C1)C#N)F)=O)=O